ClC1=NN(C(=C1)C(=O)NC(C(=O)O)\C=C\C(C)(C)C)C (E)-2-(3-chloro-1-methyl-5-pyrazolylcarbonylamino)-5,5-dimethyl-3-hexenoic acid